C(=O)(O)C1=C(O)C(=C(C(=C1O)C(=O)O)O)C(=O)O L-2,4,6-tricarboxyl-phloroglucinol